FC1=CC2=C(C(=NO2)C2CCN(CC2)CCN2C(C=3N(CC2)C(=CC3)C)=O)C=C1 2-{2-[4-(6-fluoro-benzo[d]isoxazol-3-yl)-piperidin-1-yl]-ethyl}-6-methyl-3,4-dihydro-2H-pyrrolo[1,2-a]pyrazin-1-one